tert-butyl N-cyclopropyl-N-[1-[2-methyl-7-[[2-methyl-7-[(pyrazin-2-ylamino)methyl]indazol-5-yl]carbamoyl]indazol-4-yl]-4-piperidyl]carbamate C1(CC1)N(C(OC(C)(C)C)=O)C1CCN(CC1)C=1C2=CN(N=C2C(=CC1)C(NC1=CC2=CN(N=C2C(=C1)CNC1=NC=CN=C1)C)=O)C